pyridine-2-carboxamidine hydrochloride Cl.N1=C(C=CC=C1)C(=N)N